2-[4-(2-methacryloyl-oxyethoxy)phenyl]propane C(C(=C)C)(=O)OCCOC1=CC=C(C=C1)C(C)C